N[C@@H]1[C@@H](CCC[C@@H]1N)O (1R,2S,3S)-2,3-diaminocyclohexanol